2-(hydroxymethyl)-3-methyltetrahydrofuran-3,4-diol OCC1OCC(C1(O)C)O